tert-butyl N-[(1S)-1-[2-(6-aminopyrimidin-4-yl)-1,2,4-triazol-3-yl]ethyl]carbamate NC1=CC(=NC=N1)N1N=CN=C1[C@H](C)NC(OC(C)(C)C)=O